4-benzyl-2,6-difluorophenol C(C1=CC=CC=C1)C1=CC(=C(C(=C1)F)O)F